(3-methoxyphenyl)methanamine COC=1C=C(C=CC1)CN